FC(C1=NN=C(O1)C1=CC=2N(C=C1)C=C(N2)CN(C(=O)N2CCN(CC2)CC)C2=CC(=CC=C2)F)F N-((7-(5-(difluoromethyl)-1,3,4-oxadiazol-2-yl)imidazo[1,2-a]pyridin-2-yl)methyl)-4-ethyl-N-(3-fluorophenyl)piperazine-1-carboxamide